5-((diphenylmethylene)amino)-2-methylthiazole-4-carboxylic acid ethyl ester C(C)OC(=O)C=1N=C(SC1N=C(C1=CC=CC=C1)C1=CC=CC=C1)C